ethyl 4-((6-bromo-8-methyl-7-oxo-7,8-dihydropyrido[2,3-d]pyrimidin-2-yl)amino)piperidine-1-carboxylate BrC1=CC2=C(N=C(N=C2)NC2CCN(CC2)C(=O)OCC)N(C1=O)C